C1(CCCCC1)C[C@H](C(=O)N1C(CC(C1)N1N=NC=C1C(C)(C)O)C(=O)N)NC(C1=CC=C(C=C1)S(NC1CC(C1)(F)F)(=O)=O)=O 1-((R)-3-cyclohexyl-2-(4-(N-(3,3-difluorocyclobutyl)sulfamoyl)benzamido)propanoyl)-4-(5-(2-hydroxypropan-2-yl)-1H-1,2,3-triazol-1-yl)pyrrolidine-2-carboxamide